1-(tert-butyl) 5-methyl (S)-2-((tert-butoxycarbonyl) amino)-4-methyleneglutarate C(C)(C)(C)OC(=O)N[C@H](C(=O)OC(C)(C)C)CC(C(=O)OC)=C